C(C1=CC=CC=C1)C1=NNC(C2=CC=CC=C12)=O 4-benzylphthalazin-1(2H)-one